bis(methylcyclopentadienyl)methoxyhafnium CC1(C=CC=C1)C(O[Hf])C1(C=CC=C1)C